CC1=CC=C(C=C1)S(=O)(=O)NC(=O)NC1=CC(=CC=C1)O N-p-methyl-benzenesulfonyl-N'-(3-hydroxyphenyl)urea